NC1=CC=C(N=N1)CC1(C(NC[C@H](C1)C(F)(F)F)=O)C(=O)O (5S)-3-((6-aminopyridazin-3-yl)methyl)-2-oxo-5-(trifluoromethyl)piperidine-3-carboxylic acid